methyl 1-(4-bromophenyl)cyclopropane-1-carboxylate BrC1=CC=C(C=C1)C1(CC1)C(=O)OC